1-(4-((4-((4-((2-(1,3-dihydro-2H-pyrrolo[3,4-c]pyridin-2-yl)pyridin-4-yl)oxy)-2-fluorophenyl)amino)-7-methoxyquinazolin-6-yl)amino)piperidin-1-yl)prop-2-en-1-one C1N(CC=2C=NC=CC21)C2=NC=CC(=C2)OC2=CC(=C(C=C2)NC2=NC=NC1=CC(=C(C=C21)NC2CCN(CC2)C(C=C)=O)OC)F